(Z)-4-(2-nitrobenzylidene)-2-(3-(trifluoromethyl)phenyl)oxazol-5(4H)-one [N+](=O)([O-])C1=C(\C=C\2/N=C(OC2=O)C2=CC(=CC=C2)C(F)(F)F)C=CC=C1